tert-Butyl 3-(1-methoxy-2-(5,6,7,8-tetrahydro-1,8-naphthyridin-2-yl)ethyl)azetidine-1-carboxylate COC(CC1=NC=2NCCCC2C=C1)C1CN(C1)C(=O)OC(C)(C)C